2-ethyl-1-pentanal C(C)C(C=O)CCC